2-[4-(Difluoromethyl)-2-methoxy-3-(methylsulfanyl)phenyl]-4,4-dimethyl-4,5-dihydro-1,3-oxazol FC(C1=C(C(=C(C=C1)C=1OCC(N1)(C)C)OC)SC)F